5-(2,6-dichloro-4-(6-(difluoromethyl-d)-3,5-dioxo-4,5-dihydro-1,2,4-triazin-2(3H)-yl)phenoxy)-2-hydroxy-N-((1r,3r)-3-hydroxycyclobutyl)benzenesulfonamide ClC1=C(OC=2C=CC(=C(C2)S(=O)(=O)NC2CC(C2)O)O)C(=CC(=C1)N1N=C(C(NC1=O)=O)C([2H])(F)F)Cl